C(C)C1C2CNCC1CC2 8-ethyl-3-azabicyclo[3.2.1]octane